[Si](C)(C)(C(C)(C)C)O[C@@H]1C[C@@H](NC1)C=1N=C2N(C=C(C=C2)C2CC2)C1 2-((2R,4R)-4-((tert-butyldimethylsilyl)oxy)pyrrolidin-2-yl)-6-cyclopropylimidazo[1,2-a]pyridine